NC=1C=C(C=CC1Cl)C1=C(C=CC(=C1)C(C)(C)C#N)CC(=O)O 2-(3'-Amino-4'-chloro-5-(2-cyanopropan-2-yl)-[1,1'-biphenyl]-2-yl)acetic acid